C(C)[N+]1(CCOCC1)CCC 4-ethyl-4-propylmorpholinium